trihexyl-(tetradecyl)phosphine C(CCCCC)P(CCCCCCCCCCCCCC)(CCCCCC)CCCCCC